3-methyl-5-(N-(2-(3-methylpiperazin-1-yl)phenyl)-N-phenethylsulfamoyl)benzofuran-2-carboxylic acid ethyl ester C(C)OC(=O)C=1OC2=C(C1C)C=C(C=C2)S(N(CCC2=CC=CC=C2)C2=C(C=CC=C2)N2CC(NCC2)C)(=O)=O